OC(C(=O)N1CC2=C(N=C(NC2=O)C2(CC2)C2=CC=CC=C2)CC1)C1=CC(=CC=C1)C=1C=NC2=CC=CC=C2C1 6-(2-hydroxy-2-(3-(quinolin-3-yl)phenyl)acetyl)-2-(1-phenylcyclopropyl)-5,6,7,8-tetrahydropyrido[4,3-d]pyrimidin-4(3H)-one